CC1=C(C=CC(=C1)OC(C1=CC(=CC=C1)N)=O)OC(C1=CC(=CC=C1)N)=O 1-methyl-2,5-bis(3-aminobenzoyloxy)benzene